5-(2,3-dihydroxybenzylidene)-3-(4-fluorophenyl)-1-methyl-2-selenoxoimidazolidin-4-one OC1=C(C=C2C(N(C(N2C)=[Se])C2=CC=C(C=C2)F)=O)C=CC=C1O